C(C1=CC=CC=C1)OC1C(/C(/C1)=C/C1=C(C=CC=C1)C=1N=CN(C1)C(C1=CC=CC=C1)(C1=CC=CC=C1)C1=CC=CC=C1)=O (4e)-2-(benzyloxy)-4-([2-[1-(triphenylmethyl)-1H-imidazol-4-yl]phenyl]methylidene)cyclobutan-1-one